O.C(C(O)CC(=O)O)(=O)O.N[C@@H]1CN(C[C@H](C1)C)C1=CC=C2C(C(=CN(C2=C1OC)C1CC1)C(=O)O)=O.N[C@@H]1CN(C[C@H](C1)C)C1=CC=C2C(C(=CN(C2=C1OC)C1CC1)C(=O)O)=O.C(C(O)CC(=O)O)(=O)O 7-[(3S,5S)-3-amino-5-methyl-piperidin-1-yl]-1-cyclopropyl-8-methoxy-4-oxo-1,4-dihydro-quinoline-3-carboxylic acid malate salt hemihydrate